BrC1=NC=CC2=C1C1=C(O2)C(=CC=C1)C#N 1-bromobenzofuro[3,2-c]pyridine-6-carbonitrile